2-[3-chloro-4-(oxan-2-yloxymethyl)phenyl]-4,4,5,5-tetramethyl-1,3,2-dioxaborolane ClC=1C=C(C=CC1COC1OCCCC1)B1OC(C(O1)(C)C)(C)C